(10-(cyclopropylcarbamoyl)-6-hydroxy-[1,2,4]triazolo[5,1-a]isoquinoline-5-carbonyl)glycine C1(CC1)NC(=O)C=1C=CC=C2C(=C(N3C(C12)=NC=N3)C(=O)NCC(=O)O)O